[(9aS)-3-(3-chloro-4-fluoro-phenyl)-3,4,6,7,9,9a-hexahydro-1H-pyrazino[2,1-c][1,4]oxazin-8-yl]-(4-chloro-3-quinolyl)methanone ClC=1C=C(C=CC1F)C1CN2[C@H](CO1)CN(CC2)C(=O)C=2C=NC1=CC=CC=C1C2Cl